C(C)(C)(C)OC(=O)N[C@@H](C(CCOCC(=O)OCC)(C)C)C(=O)N1[C@@H](C[C@H](C1)O)C(NCC1=CC=C(C=C1)C#C)=O 2-Ethyl 2-(((S)-4-((tert-butoxycarbonyl)amino)-5-((2S,4R)-2-((4-ethynylbenzyl)carbamoyl)-4-hydroxypyrrolidin-1-yl)-3,3-dimethyl-5-oxopentyl)oxy)acetate